2-(4-iodo-1-methyl-1H-pyrazol-5-yl)-6-(methoxymethyl)benzo[b]thiophene-3-carbonitrile IC=1C=NN(C1C1=C(C2=C(S1)C=C(C=C2)COC)C#N)C